C(C)(C)(C)OC(NCC=1OC(=NN1)[C@H](CC1=CNC2=CC=CC=C12)N)=O (S)-((5-(1-amino-2-(1H-indol-3-yl)ethyl)-1,3,4-oxadiazol-2-yl)methyl)-carbamic acid tert-butyl ester